(±)-2-chloro-N-((1-((1S,2R)-1-(4-chlorophenoxy)-2-ethylcyclopropane-1-carbonyl)piperidin-4-yl)methyl)acetamide ClCC(=O)NCC1CCN(CC1)C(=O)[C@]1([C@@H](C1)CC)OC1=CC=C(C=C1)Cl |r|